OC1=C(C=O)C=C(C=C1OC)\C=C\C1=CC=NC=C1 (E)-2-hydroxy-3-methoxy-5-(2-(pyridin-4-yl)vinyl)benzaldehyde